(6-Bromopyridin-3-yl)-acetonitrile BrC1=CC=C(C=N1)CC#N